C12CCCC2N(C1)CC(=O)NC=1C=C(C(=NC1)C)NC(=O)C=1C=C2C(=NC1)NC(=C2)C=2C=NN(C2)C N-(5-(2-(6-azabicyclo[3.2.0]heptan-6-yl)acetamido)-2-methylpyridin-3-yl)-2-(1-methyl-1H-pyrazol-4-yl)-1H-pyrrolo[2,3-b]pyridine-5-carboxamide